ClC=1N=C(NC1C=1[C@H](CN(CC1)S(=O)(=O)N(CCO)CCO)C)C1=NC=C(C=C1)F (3R)-4-[4-Chloro-2-(5-fluoro-2-pyridyl)-1H-imidazol-5-yl]-N,N-bis(2-hydroxyethyl)-3-methyl-3,6-dihydro-2H-pyridine-1-sulfonamide